P(=O)(OC1=CC=C(C=C1)C=O)(OC1=CC=CC=C1)OC1=CC=CC=C1 4-formylphenyl diphenyl phosphate